[1,2-13C2]-octane Sodium [Na].[13CH3][13CH2]CCCCCC